(R)-6-chloro-3-((1-(6-chloro-2-(3,3-difluoropyrrolidin-1-yl)-3-methyl-4-oxo-3,4-dihydroquinazolin-8-yl)ethyl)amino)picolinic acid ClC1=CC=C(C(=N1)C(=O)O)N[C@H](C)C=1C=C(C=C2C(N(C(=NC12)N1CC(CC1)(F)F)C)=O)Cl